CC1=C(C(NC(=C1)C)=O)CC1=C(C(=C(C(=O)N)C=C1NC(C(=C)C)=O)C)N(C1CCOCC1)CC ((4,6-dimethyl-2-oxo-1,2-dihydropyridin-3-yl)methyl)-3-(ethyl-(tetrahydro-2H-pyran-4-yl)amino)-5-methacrylamido-2-methylbenzamide